S1C(=CC=C1)C=CC1NCCCC1 2-(2-thienylvinyl)piperidine